4-Amino-1-(3-((4-methylpiperazin-1-yl)methyl)benzyl)-1H-imidazo[4,5-c]quinoline NC1=NC=2C=CC=CC2C2=C1N=CN2CC2=CC(=CC=C2)CN2CCN(CC2)C